O=C1NC(C=CC1N1N=C(C2=C(C=CC=C12)/C=C/C(=O)OC(C)(C)C)C)=O (E)-tert-butyl 3-(1-(2,6-dioxopyridin-3-yl)-3-methyl-1H-indazol-4-yl)acrylate